C(C)(C)(C)OC(=O)N1CCC(CC1)(C1=NN=C(N1)C1=CC=NC=C1)NC=1C=C(C(=O)N[C@@H](C)C=2C=C(OCCCCCOCCCOCC(=O)O)C=CC2)C=CC1 (S)-2-(3-((5-(3-(1-(3-((1-(tert-butoxycarbonyl)-4-(5-(pyridin-4-yl)-4H-1,2,4-triazol-3-yl)piperidin-4-yl)amino)benzamido)ethyl)phenoxy)pentyl)oxy)propoxy)acetic acid